5-(2-cyclopentyl-7-methoxybenzofuran-4-yl)pyridin-2-ol C1(CCCC1)C=1OC2=C(C1)C(=CC=C2OC)C=2C=CC(=NC2)O